N1=C(C=CC=C1)[C@@]1(CCOC2(CCCC2)C1)CCN (R)-2-(9-(pyridin-2-yl)-6-oxaspiro[4.5]Decan-9-yl)ethan-1-amine